2-Bromo-5-fluoro-N,N-di(isopropyl)benzamide BrC1=C(C(=O)N(C(C)C)C(C)C)C=C(C=C1)F